C(=C)C1=C(C=CC=C1)C1(CC1)C(N)=N 1-(2-vinylphenyl)cyclopropane-1-carboximidamide